NC1(CCOCC1)C(=O)N[C@@H](CC=1C=C2CCN(CC2=CC1)C1=CC=C(C=C1)F)C#N (S)-4-Amino-N-(1-cyano-2-(2-(4-fluorophenyl)-1,2,3,4-tetrahydroisoquinolin-6-yl)ethyl)Tetrahydro-2H-pyran-4-carboxamide